5-(imidazo[1,2-a]pyrimidin-6-yl)-4-methoxy-N-((1r,4r)-4-methoxy-4-methylcyclohexyl)pyrrolo[2,1-f][1,2,4]triazin-2-amine N=1C=CN2C1N=CC(=C2)C=2C=CN1N=C(N=C(C12)OC)NC1CCC(CC1)(C)OC